tert-butyl (E)-(1-((tert-butylsulfinyl)imino)-2-methylpropan-2-yl)carbamate C(C)(C)(C)S(=O)\N=C\C(C)(C)NC(OC(C)(C)C)=O